ClC=1C(=C(C=CC1F)[C@@H]1N(OCC1)C1=CC(=NC=N1)NC=1C(=CC(=C(C1)NC(C=C)=O)N1C[C@@H](N(CC1)C)C)OC)F N-(5-((6-((R)-3-(3-chloro-2,4-difluorophenyl)isoxazolidine-2-yl)pyrimidine-4-yl)amino)-2-((S)-3,4-dimethylpiperazine-1-yl)-4-methoxyphenyl)acrylamide